3-methylOxyphenyl-methanesulfonamide COC=1C=C(C=CC1)CS(=O)(=O)N